(S)-morpholino(8-((4-((tetrahydrofuran-3-yl)amino)-5-(trifluoromethyl)-7H-pyrrolo[2,3-d]pyrimidin-2-yl)amino)-2,3-dihydrobenzo[b][1,4]dioxin-5-yl)methanone O1CCN(CC1)C(=O)C1=CC=C(C=2OCCOC21)NC=2N=C(C1=C(N2)NC=C1C(F)(F)F)N[C@@H]1COCC1